FC1=C(C(=C(C=O)C=C1)C)C fluoro-2,3-dimethylbenzaldehyde